ClC=1C(=C(C=CC1)NC(=O)CCCC(=O)O)N(C)C 4-([3-CHLORO-2-(DIMETHYLAMINO)PHENYL]CARBAMOYL)BUTANOIC ACID